2-(6-(2-(2,3-dichloro-6-(trifluoromethyl)benzyl)-2H-tetrazol-5-yl)pyridin-2-yl)-2-hydroxy-propane-1-sulfonamide ClC1=C(CN2N=C(N=N2)C2=CC=CC(=N2)C(CS(=O)(=O)N)(C)O)C(=CC=C1Cl)C(F)(F)F